1-(oxan-2-yl)-5-(4,4,5,5-tetramethyl-1,3,2-dioxaborolan-2-yl)-1,2,3-triazole O1C(CCCC1)N1N=NC=C1B1OC(C(O1)(C)C)(C)C